S1C(=NC2=C1C=CC=C2)NC(=O)C=2C=CC=C1CCN(CC21)C2=CC=C(C(=N2)C(=O)OC(C)(C)C)C2=C(C(=CC=C2)OC2=CC=C(C=C2)CCCC(=O)OCC)C tert-butyl 6-(8-(benzo[d]thiazol-2-ylcarbamoyl)-3,4-dihydroisoquinolin-2(1H)-yl)-3-(3-(4-(4-ethoxy-4-oxobutyl)phenoxy)-2-methylphenyl)picolinate